4-((2,6-dimethyl-7-phenyl-1H-imidazo[4,5-c]pyridin-1-yl)methyl)-3,5-difluorobenzenesulfonamide CC=1N(C2=C(C=NC(=C2C2=CC=CC=C2)C)N1)CC1=C(C=C(C=C1F)S(=O)(=O)N)F